FC=1C=NC=CC1C1=C(C=2C(NCC3(C2N1)CN(C3)C(=O)OC)=O)I methyl 2'-(3-fluoropyridin-4-yl)-3'-iodo-4'-oxo-5',6'-dihydro-1'H-spiro[azetidine-3,7'-pyrrolo[3,2-c]pyridine]-1-carboxylate